ClC1=C(C(=C(C=C1)CN(CC(=O)NO)CC1=C(C(=C(C=C1)Cl)OC)F)F)OC 2-[bis[(4-chloro-2-fluoro-3-methoxy-phenyl)-methyl]amino]ethanehydroxamic acid